ClC1=C(C=CC(=C1)Cl)C(\C=C\C1=CC=C(C=C1)OC1OCCCC1)=O (E)-1-(2,4-Dichlorophenyl)-3-[4-(oxan-2-yloxy)phenyl]prop-2-en-1-one